C(C)(C)(C)NC(C([C@H](CCC(C)(F)F)NC(=O)[C@H]1N(CC2(C1)CCCCC2)C([C@H](C(C)(C)C)NC(OC)=O)=O)=O)=O Methyl ((S)-1-((S)-3-(((S)-1-(tert-butylamino)-6,6-difluoro-1,2-dioxoheptan-3-yl)carbamoyl)-2-azaspiro[4.5]decan-2-yl)-3,3-dimethyl-1-oxobutan-2-yl)carbamate